4,5,6,7-tetrahydroisoxazolo(5,4-c)pyridin-3(2H)-one-4,4,5,5-d4 O1NC(C2=C1CNC(C2([2H])[2H])([2H])[2H])=O